2-{[(5-chloro-3-ethylimidazol-4-yl)methyl]sulfanyl}-3H,5H,7H,8H-pyrano[4,3-d]pyrimidin-4-one ClC1=C(N(C=N1)CC)CSC=1NC(C2=C(N1)CCOC2)=O